1-((4-(cyclohexyloxy)-6-(1H-pyrazol-1-yl)-1,3,5-triazin-2-yl)amino)ethan-1-ol C1(CCCCC1)OC1=NC(=NC(=N1)N1N=CC=C1)NC(C)O